2,4-difluoro-3-[1-(1-[[2-(trimethylsilyl)ethoxy]methyl]imidazol-2-yl)-5H,6H,7H,8H-imidazo[1,5-a]pyridin-6-yl]aniline FC1=C(N)C=CC(=C1C1CCC=2N(C1)C=NC2C=2N(C=CN2)COCC[Si](C)(C)C)F